C1(=CC=CC=C1)B(OC)OC Dimethyl phenylboronate